1-Naphthyldiphenylsulfonium triflate [O-]S(=O)(=O)C(F)(F)F.C1(=CC=CC2=CC=CC=C12)[S+](C1=CC=CC=C1)C1=CC=CC=C1